2-[(7-amino-1-oxo-4-{5H-pyrido[4,3-b]indol-8-yl}-2,3-dihydro-1H-isoindol-2-yl)methyl]prop-2-enenitrile NC=1C=CC(=C2CN(C(C12)=O)CC(C#N)=C)C1=CC=2C3=C(NC2C=C1)C=CN=C3